4-[7-chloro-1-(4-fluorophenyl)-4-hydroxy-2-isopropyl-pyrrolo[2,3-c]pyridin-3-yl]benzoic acid ClC=1N=CC(=C2C1N(C(=C2C2=CC=C(C(=O)O)C=C2)C(C)C)C2=CC=C(C=C2)F)O